FC(OC1=NC=C(C2=C1C=CN2S(=O)(=O)N2CCNCC2)C)F 4-(difluoromethoxy)-7-methyl-1-(piperazin-1-ylsulfonyl)-1H-pyrrolo[3,2-c]pyridine